Cl.F[C@@H]1CNCC1 (S)-3-Fluoro-pyrrolidine hydrochloride